(4,5-dimethyl-2-thiazolyl)-2,5-diphenyl-2H-tetrazolium bromide [Br-].CC=1N=C(SC1C)[N+]=1N(N=NC1C1=CC=CC=C1)C1=CC=CC=C1